OC1=NC=CC(=C1)N1N=C(C=2CCCC(C12)=O)C(F)(F)F 1-(2-hydroxy-4-pyridyl)-3-(trifluoromethyl)-5,6-dihydro-4H-indazol-7-one